(R)-8-(2-amino-2-methylpropanoyl)-3-(2-(4-(4-fluorophenyl)piperazin-1-yl)ethyl)-2,8-diazaspiro[4.5]decan-1-one dihydrochloride Cl.Cl.NC(C(=O)N1CCC2(C[C@@H](NC2=O)CCN2CCN(CC2)C2=CC=C(C=C2)F)CC1)(C)C